COC=1C=C2C(=CNC2=CC1)CCN(C([2H])([2H])[2H])C([2H])([2H])[2H] 2-(5-methoxy-1H-indol-3-yl)-N,N-bis(methyl-d3)ethan-1-amine